trifluoromethane Scandium [Sc].FC(F)F